N1CC(C1)N1N=NC(=C1)C=1C2=C(N=C(N1)N1[C@H](CC1)C)C(CC2)(F)F 4-[1-(azetidin-3-yl)triazol-4-yl]-7,7-difluoro-2-[(2S)-2-methylazetidin-1-yl]-5,6-dihydrocyclopenta[d]pyrimidine